C(C)OC(=O)C1=CC(=C2N1N=CC=C2)CC2=CC=C(C=C2)C=2C=NN(C2)C 5-[4-(1-methyl-1H-pyrazol-4-yl)-benzyl]-pyrrolo[1,2-b]pyridazine-7-carboxylic acid ethyl ester